COCC1(CCC(CC1)C=1C(=NN2C1CN(CC2)C(=O)C2(OCCC2)C)CN(CCNC)C)COC (3-(4,4-bis(methoxymethyl)-cyclohexyl)-2-((methyl(2-(methylamino)ethyl)amino)-methyl)-6,7-dihydropyrazolo-[1,5-a]pyrazin-5(4H)-yl)(2-methyltetrahydrofuran-2-yl)-methanone